FC=1C=C(C=CC1F)CNC(C1=CC=C(S1)C1=C(C(=NC(=C1C(N)=O)CC(C)C)CCC1=CC=C(C=C1)F)C=1OC(=NN1)C)=O N-(3,4-difluorophenyl)methyl-5-{5-carbamoyl-2-[2-(p-fluorophenyl)ethyl]-6-isobutyl-3-(5-methyl-1,3,4-oxadiazol-2-yl)-4-pyridyl}-2-thenamide